C(C=C)(=O)N1CCC(CC1)OC=1C=C2C(=NC=NC2=CC1OC)NC=1C=C(C=CC1OC)C1=CC=C(O1)C(=O)O 5-(3-((6-((1-acryloylpiperidin-4-yl)oxy)-7-methoxy-quinazolin-4-yl)amino)-4-methoxyphenyl)furan-2-carboxylic acid